N-((S)-chroman-4-yl)-7-(2-hydroxycyclohexyl)-3-isopropylthieno[3,2-b]pyridine-2-carboxamide O1CC[C@@H](C2=CC=CC=C12)NC(=O)C1=C(C2=NC=CC(=C2S1)C1C(CCCC1)O)C(C)C